(trimethylsilyl)ethynylphenol C[Si](C)(C)C#CC1=C(C=CC=C1)O